O1CC(=CCC1)C(=O)O 5,6-DIHYDRO-2H-PYRAN-3-CARBOXYLIC ACID